CNS(=O)(=O)C1=CC(=C(C=C1)N[C@H](C)C1=CC=CC=C1)C=1N=CN(C1)C N-methyl-3-(1-methylimidazol-4-yl)-4-[[(1R)-1-phenylethyl]amino]benzenesulfonamide